OC=1C=C(/C=C/C=2C=C(C=C(C2CC=C(C)C)OC)O)C=C(C1)OC (E)-3-(3-hydroxy-5-methoxystyryl)-5-methoxy-4-(3-methylbut-2-en-1-yl)phenol